methyl 4''-((2-butyl-4-oxo-1,3-diazaspiro[4.4]non-1-en-3-yl)methyl)-[1,1':3',1''-terphenyl]-4'-carboxylate C(CCC)C1=NC2(C(N1CC1=CC=C(C=C1)C=1C=C(C=CC1C(=O)OC)C1=CC=CC=C1)=O)CCCC2